(R)-2-(2-((5-(3-(1-aminoethyl)phenyl)-1-isopropyl-1H-indazol-3-yl)methoxy)phenyl)acetic acid N[C@H](C)C=1C=C(C=CC1)C=1C=C2C(=NN(C2=CC1)C(C)C)COC1=C(C=CC=C1)CC(=O)O